CC1(N(CCC1)C(=O)O[C@H]1C[C@H](CC1)C1=CC(=NN1)NC(CC1=NN(C=C1)C)=O)C (1R,3S)-3-(3-{[(1-methyl-1H-pyrazol-3-yl)acetyl]amino}-1H-pyrazol-5-yl)cyclopentyl 2,2-dimethylpyrrolidine-1-carboxylate